(6R)-6-{[7-chloro-2-(1-ethyl-3-methyl-1H-pyrazol-4-yl)[1,2,4]triazolo[1,5-c]quinazolin-5-yl]amino}-1,4-diazepin-5-one ClC1=CC=CC=2C=3N(C(=NC12)NC=1C(N=CC=NC1)=O)N=C(N3)C=3C(=NN(C3)CC)C